N(=NCC(CCC(C)(C)OOC(C)(C)C)(C)OOC(C)(C)C)CC(CCC(C)(OOC(C)(C)C)C)(OOC(C)(C)C)C azobis(2,5'-dimethyl-2,5-bis(t-butylperoxy)hexane)